O1[C@@H]2[C@H](N(CC1)C(=O)C1=NOC(=N1)C1=C(C(=C(C(=C1)F)F)O)F)CCC2 ((4aR,7aS)-hexahydrocyclopenta[b][1,4]oxazin-4(4aH)-yl)(5-(2,4,5-trifluoro-3-hydroxyphenyl)-1,2,4-oxadiazol-3-yl)methanone